COC1=C(C=C2C(=N1)N=C(N2)C(F)(F)F)NC2=CC=C(C=C2)C=2C=NC(=CC2)C(F)(F)F 5-METHOXY-2-(TRIFLUOROMETHYL)-N-(4-(6-(TRIFLUOROMETHYL)PYRIDIN-3-YL)PHENYL)-1H-IMIDAZO[4,5-B]PYRIDIN-6-AMINE